chloro(cyclooctadiene) iridium (I) [Ir+].ClC1=CC=CCCCC1